C(#N)C1(CC1)N(S(=O)(=O)C=1C=C(C=2N(C1)C(=CN2)C=2SC(=NN2)C(F)F)N2CCN(CC2)C(C(C)C)=O)CC2=CC=C(C=C2)OC N-(1-cyanocyclopropyl)-3-(5-(difluoromethyl)-1,3,4-thiadiazol-2-yl)-8-(4-isobutyrylpiperazin-1-yl)-N-(4-methoxybenzyl)imidazo[1,2-a]pyridin-6-sulfonamide